O1CCN(CC1)C1=CC(=NC=2N1N=C(C2)C2=CC=NC=C2)N2N=C(C=C2)C2(CC2)C(=O)OC methyl 1-(1-(7-morpholino-2-(pyridin-4-yl)pyrazolo[1,5-a]pyrimidin-5-yl)-1H-pyrazol-3-yl)cyclopropane-1-carboxylate